COC1=CC2=C(C3=CC=CC=C3N=C2C=C1OC)NC1CCN(CC1)CCO 2-{4-[(2,3-dimethoxyacridin-9-yl)amino]piperidin-1-yl}ethan-1-ol